methyl 2-(3-bromophenyl)-5,5-dimethyl-2-(methyl-d3)-7-(tosyloxy)heptanoate BrC=1C=C(C=CC1)C(C(=O)OC)(CCC(CCOS(=O)(=O)C1=CC=C(C)C=C1)(C)C)C([2H])([2H])[2H]